C(C)(C)(C)OC(=O)N1CCC2(CCN(C2)C2=CC(=NC=C2)C#CCN2CCCCCC2)CC1 2-(2-(3-(azepan-1-yl)prop-1-yn-1-yl)pyridin-4-yl)-2,8-diazaspiro[4.5]decane-8-carboxylic acid tert-butyl ester